ethyl 5-(1-(((benzyloxy)carbonyl)amino)cyclopropyl)-2-(bromomethyl)benzoate C(C1=CC=CC=C1)OC(=O)NC1(CC1)C=1C=CC(=C(C(=O)OCC)C1)CBr